C(C)(C)N1N=CC=2C1=NC(=NC2)C(=O)O 1-isopropylpyrazolo[3,4-d]pyrimidine-6-carboxylic acid